C1(CCCCC1)C(=O)N1CCC(CC1)CNC(=O)C1=NOC(=C1)C1=C(C=C(C=C1)F)F N-((1-(cyclohexanecarbonyl)piperidin-4-yl)methyl)-5-(2,4-difluorophenyl)isoxazole-3-carboxamide